(2-(2-chloro-4-methylphenyl)-2-methylbenzo[d][1,3]dioxol-4-yl)-3,6-dihydropyridine-1(2H)-carboxylic acid tert-butyl ester C(C)(C)(C)OC(=O)N1C(CC=CC1)C1=CC=CC=2OC(OC21)(C)C2=C(C=C(C=C2)C)Cl